rac-tert-butyl 2-(hydroxymethyl)-3,3-dimethylpiperidine-1-carboxylate OC[C@@H]1N(CCCC1(C)C)C(=O)OC(C)(C)C |r|